(3R,4R)-1-[(3R)-7-(ethylamino)-5-fluoro-3-methyl-2-oxo-dihydro-indol-3-yl]-N-methyl-4-phenyl-piperidine-3-carboxamide C(C)NC=1C=C(CC2[C@@](C(NC12)=O)(C)N1C[C@@H]([C@@H](CC1)C1=CC=CC=C1)C(=O)NC)F